N2-(3,3-difluorocyclopentyl)-N4-(1-(pyrimidin-2-yl)pyrrolidin-3-yl)-6-(6-(trifluoromethyl)pyridin-2-yl)-1,3,5-triazine-2,4-diamine FC1(CC(CC1)NC1=NC(=NC(=N1)NC1CN(CC1)C1=NC=CC=N1)C1=NC(=CC=C1)C(F)(F)F)F